C1(CC1)C#C[C@@]1(NC(NC2=CC(=C(C=C12)F)CN1C2=C(C=C1)CNC2=O)=O)C(C)(F)F (S)-4-(cyclopropylethynyl)-4-(1,1-difluoroethyl)-6-fluoro-7-((6-oxo-5,6-dihydropyrrolo[3,4-b]pyrrol-1(4H)-yl)methyl)-3,4-dihydroquinazolin-2(1H)-one